4'-chloro-N-{[(4R)-4-cyclopropyl-2,5-dioxoimidazolidin-4-yl]methyl}[1,1'-biphenyl]-2-carboxamide ClC1=CC=C(C=C1)C=1C(=CC=CC1)C(=O)NC[C@]1(NC(NC1=O)=O)C1CC1